C(C)OCOC1=C(C(=CC(=C1)C(C)(CCCCCC)C)OCOCC)C1=C(C=CC(=C1)C)C(=C)C 2,6-bis(ethoxymethoxy)-5'-methyl-4-(2-methyloctan-2-yl)-2'-(prop-1-en-2-yl)-1,1'-biphenyl